4-(cyclobutylamino)-N-(2,6-dimethylphenyl)-2-((4-(4-methylpiperazin-1-yl)phenyl)amino)pyrimidine-5-carboxamide C1(CCC1)NC1=NC(=NC=C1C(=O)NC1=C(C=CC=C1C)C)NC1=CC=C(C=C1)N1CCN(CC1)C